ethyl 2-(4-hydroxyphenoxy)-5-hydroxy-8-chloro-1,7-naphthyridine-6-carboxylate OC1=CC=C(OC2=NC3=C(N=C(C(=C3C=C2)O)C(=O)OCC)Cl)C=C1